ClC=1C=CC(=C(C(=O)N2C3CC([C@H]([C@H]2CNC=2SC4=NC=CC=C4N2)C)C3)C1)N1N=CC=N1 N-{[(3S,4R)-2-[5-Chloro-2-(2H-1,2,3-triazol-2-yl)benzoyl]-4-methyl-2-azabicyclo[3.1.1]heptan-3-yl]methyl}-[1,3]thiazolo[5,4-b]pyridin-2-amin